C1(CC1)C(=O)N1CCN(CC1)C(C=1C(=CCC(C1)=CC1OC(C2=CC=CC=C12)=O)F)=O 1-(cyclopropylcarbonyl)-4-[5-(3-oxo-3H-isobenzofuran-1-ylmethylene)-2-fluorobenzoyl]piperazine